[Br].NCCCC1=NC=CN1C aminopropyl-3-methylimidazole bromine salt